ClC=1C=C(C=C(C1OCCCl)Cl)C(C)(C)C1=CC=C(OCC2=NC(=NC=C2)NS(=O)(=O)C)C=C1 N-(4-((4-(2-(3,5-dichloro-4-(2-chloroethoxy)phenyl)propan-2-yl)phenoxy)methyl)pyrimidin-2-yl)methanesulfonamide